2,2'-{(7-benzyl-1,4,7-triazecane-1,4-diyl)bis[methylene(2-hydroxy-5-methyl-3,1-phenylene)methyleneoxy]}di(propane-1,3-diol) C(C1=CC=CC=C1)N1CCN(CCN(CCC1)CC=1C(=C(C=C(C1)C)COC(CO)CO)O)CC=1C(=C(C=C(C1)C)COC(CO)CO)O